OCCCCCCCCCCCCCC(=O)C(O)CN hydroxymyristoyl-ethanolamine